4,5-dichloro-3-iodo-6-methyl-pyridin-2-amine ClC1=C(C(=NC(=C1Cl)C)N)I